C(OC(C)C)(OC=1SC2=NC(=CC=C2N1)C1=CC=C(C=C1)S(=O)(=O)C)=O isopropyl (5-(4-(methyl sulfonyl)phenyl)thiazolo[5,4-b]pyridin-2-yl) carbonat